OC=1C=C(C=CC1)C1NC(NC(=C1C(=O)NC1=CC=C(C=C1)C(\C=C\C1=CC(=CC=C1)[N+](=O)[O-])=O)C)=S 4-(3-Hydroxyphenyl)-6-methyl-N-[4-[(E)-3-(3-nitro-phenyl)prop-2-enoyl]phenyl]-2-sulfanylidene-3,4-dihydro-1H-pyrimidine-5-carboxamide